C(C)(C)S(=O)(=O)NC1=CC=CC=C1 (isopropylsulfonyl)aniline